[Cd].[Y] yttrium-cadmium